1,4-butanedi-carboxylate C(CCCC(=O)[O-])C(=O)[O-]